C(C1=CC=CC=C1)N(C(O)=O)C1CCN(CC1)C(CC1CNCC1)=O.ClC1=CC=NC(=C1C(=O)NCC=1C=CC(=NC1)C=1NC(C=CC1)=O)C 4-chloro-2-methyl-N-((6'-oxo-1',6'-dihydro-[2,2'-bipyridin]-5-yl)methyl)nicotinamide benzyl-(1-(2-(pyrrolidin-3-yl)acetyl)piperidin-4-yl)carbamate